C(C)(C)(C)OC(=O)N1C2(CC2)CN(CC1)C1=CC=2C=3C=C4C(=C(C3N(C2C=C1)C)C)C=CN=C4 tert-butyl-7-(5,6-dimethyl-6H-pyrido[4,3-b]carbazol-9-yl)-4,7-diazaspiro[2.5]octane-4-carboxylate